1-(6-(3-chloro-5-(2-methylpyrimidin-4-yl)phenyl)-4-oxa-7-azaspiro[2.5]octan-7-yl)prop-2-en-1-one ClC=1C=C(C=C(C1)C1=NC(=NC=C1)C)C1COC2(CC2)CN1C(C=C)=O